IC1=NN(C=C1CC1=NNC(=C1)C#N)C 3-[(3-iodo-1-methyl-1H-pyrazol-4-yl)methyl]-1H-pyrazole-5-carbonitrile